ClC=1C=C(C2=C(NCN(S2(=O)=O)[C@@H](C(C)C2=C(C(=CC=C2F)C)C)C2=NNC(O2)=O)C1)C(C)O 5-((1S)-1-(6-chloro-8-(1-hydroxyethyl)-1,1-dioxido-3,4-dihydro-2H-benzo[e][1,2,4]thiadiazin-2-yl)-2-(6-fluoro-2,3-dimethylphenyl)propyl)-1,3,4-oxadiazol-2(3H)-one